2-(1-isobutyl-1H-benzo[d][1,2,3]triazol-5-yl)-7-methyl-benzo[d]oxazole C(C(C)C)N1N=NC2=C1C=CC(=C2)C=2OC1=C(N2)C=CC=C1C